C1(=CC=CCC1)CC1=CC=C(C=C1)C 1-(1,3-cyclohexadienylmethyl)-4-methylbenzene